4-methyl-4-{5-[(1R,2S)-2-methylcyclopropyl]-1,2,4-oxadiazol-3-yl}piperidine-1-carboxamide Copper-silicon [Si].[Cu].CC1(CCN(CC1)C(=O)N)C1=NOC(=N1)[C@H]1[C@H](C1)C